1,2-bis(2-furyl)acetylene O1C(=CC=C1)C#CC=1OC=CC1